COC=1C=C(\C=N\C(C(=O)O)C(CC)C)C=CC1OC(\C=C\C1=CC=C(C=C1)OC)=O 2-((E)-((E)-3-methoxy-4-((E)-3-(4-methoxyphenyl)acryloyloxy)benzylidene)amino)-3-methylpentanoic acid